tert-butyl (R)-7-((6-((dimethylamino)methyl)-5-(1-((tetrahydro-2H-pyran-4-yl)oxy)ethyl)pyridin-2-yl)amino)-4-(7-fluoroimidazo[1,2-a]pyridin-3-yl)-1-oxoisoindoline-2-carboxylate CN(C)CC1=C(C=CC(=N1)NC=1C=CC(=C2CN(C(C12)=O)C(=O)OC(C)(C)C)C1=CN=C2N1C=CC(=C2)F)[C@@H](C)OC2CCOCC2